C(#N)\C(\C(=O)OCC)=N/O ethyl (2E)-cyano(hydroxyimino)acetate